6-chloro-8-methyl-9-(tetrahydro-2H-pyran-2-yl)-9H-purine ClC1=C2N=C(N(C2=NC=N1)C1OCCCC1)C